1-hexyl-3-methylimidazole iodonium salt [IH2+].C(CCCCC)N1CN(C=C1)C